(E)-(((3,3,3-trifluoroprop-1-en-1-yl)oxy)methyl)benzene FC(/C=C/OCC1=CC=CC=C1)(F)F